(R)-6-(6-(1-(2,2-difluoro-1-(4-fluorophenyl)propyl)-1H-pyrazol-4-yl)pyrazin-2-yl)-2-(2,5-dimethyl-1H-pyrrol-1-yl)-8-fluoro-5-methyl-[1,2,4]triazolo[1,5-a]pyridine FC([C@@H](C1=CC=C(C=C1)F)N1N=CC(=C1)C1=CN=CC(=N1)C=1C=C(C=2N(C1C)N=C(N2)N2C(=CC=C2C)C)F)(C)F